C(C)(C)(C)OC(COC1=CC=C(C=C1)CCOC(=CC(=O)[O-])C1=CC=C(C=C1)C(F)(F)F)=O 3-(2-{4-[2-(tert-butoxy)-2-oxoethoxy]phenyl}ethoxy)-3-[4-(trifluoromethyl)phenyl]prop-2-enoate